4-(5-amino-1-methyl-1H-1,2,4-triazol-3-yl)-N-(2,2,2-trifluoroethyl)benzamide NC1=NC(=NN1C)C1=CC=C(C(=O)NCC(F)(F)F)C=C1